5-chloro-2-(2-fluoro-4-pyridinyl)-4-tetrahydropyran-4-yl-1H-pyrimidin-6-one ClC1=C(N=C(NC1=O)C1=CC(=NC=C1)F)C1CCOCC1